C1(=CC=CC=C1)N1N=C(N=N1)C(=O)N phenyl-2H-tetrazole-5-carboxamide